(3-(1H-imidazol-4-yl)phenyl)methylamine N1C=NC(=C1)C=1C=C(C=CC1)CN